CO[Si](CCCC1C(C(=O)OC1=O)(CCC[Si](OC)(OC)OC)CCC[Si](OC)(OC)OC)(OC)OC tris[3-(trimethoxysilyl)propyl]succinic anhydride